3-(3-((4-(2-(2-aminopyridin-3-yl)-5-phenyl-3H-imidazo[4,5-b]pyridin-3-yl)benzyl)carbamoyl)phenyl)propanoic acid NC1=NC=CC=C1C1=NC=2C(=NC(=CC2)C2=CC=CC=C2)N1C1=CC=C(CNC(=O)C=2C=C(C=CC2)CCC(=O)O)C=C1